N1N=CC(=C1)C1=CC=C(C=C1)NC(C(CN)C1=CC=CC=C1)=O N-(4-(1H-pyrazol-4-yl)phenyl)-3-amino-2-phenylpropionamide